[B](F)F boron di-fluoride